ethyl 2-(((1,2,3,5,6,7-hexahydro-s-indacen-4-yl) carbamoyl) oxy)-3-phenylpropionate C1CCC2=C(C=3CCCC3C=C12)NC(=O)OC(C(=O)OCC)CC1=CC=CC=C1